FC1=CC(=C(C=C1)C=1C2=C(C(=NC1C=1C=NN(C1)C1(CCNCC1)CO)C=1C=C3CCN(CC3=CC1)C(=O)OC(C)(C)C)C=CS2)OC tert-butyl 6-[7-(4-fluoro-2-methoxy-phenyl)-6-[1-[4-(hydroxymethyl)-4-piperidyl]pyrazol-4-yl]thieno[3,2-c]pyridin-4-yl]-3,4-dihydro-1H-isoquinoline-2-carboxylate